N-cyclopropyl-2-{8-methoxy-1-[(2R,4R)-2-methyloxyhex-4-yl]-1H-imidazo[4,5-c]quinolin-2-yl}acetamide C1(CC1)NC(CC=1N(C2=C(C=NC=3C=CC(=CC23)OC)N1)[C@@H](C[C@@H](C)OC)CC)=O